6-Chloropyrido[3,2-d]tetrazolo[1,5-b]pyridazine ClC=1C2=C(C=3N(N1)N=NN3)C=CC=N2